COC1=CC=C(C=C1)C=1C(N(CCC1)S(=O)(=O)C1=CC=C(C)C=C1)=O (4-methoxyphenyl)-1-p-toluenesulfonyl-5,6-dihydropyridin-2(1H)-one